C1(CC1)N(C(OC1=C(C=C(C=C1N1C(NCC1)=O)C(F)(F)F)C(F)(F)F)=O)C1=CC=C(C=C1)F 2,4-bis(trifluoromethyl)-6-(2-oxoimidazolidin-1-yl)phenyl cyclopropyl-4-fluorophenylcarbamate